(1r,4r)-N1-(5-Chloro-4-(6-(6-methoxypyridin-3-yl)imidazo[1,2-a]pyridin-3-yl)pyrimidin-2-yl)cyclohexane-1,4-diamine ClC=1C(=NC(=NC1)NC1CCC(CC1)N)C1=CN=C2N1C=C(C=C2)C=2C=NC(=CC2)OC